para-toluenesulfinate CC1=CC=C(C=C1)S(=O)[O-]